1-(4-(5-chloro-6-(3-methoxy-1-naphthalenyl)[1,2]thiazolo[3,4-b]pyridin-3-yl)-3-methyl-3-piperazinyl)-2-propen-1-one ClC1=CC=2C(N=C1C1=CC(=CC3=CC=CC=C13)OC)=NSC2N2C(CNCC2)(C)C(C=C)=O